4-chloro-N-(4-nitrophenylethyl)isoquinolin-1-amine ClC1=CN=C(C2=CC=CC=C12)NCCC1=CC=C(C=C1)[N+](=O)[O-]